COCCOC1=CC=C2C=CN(C2=C1)C(NC)=O 6-(2-methoxyethoxy)-1-(methylcarbamoyl)-1H-indol